O=C1N(CCC(N1)=O)C1=CC=C(CCN2CCC(CC2)C=2C=CC3=C(NC=4N(CC3)N=C(C4C(=O)N)C4=CC=C(C=C4)OC4=CC=CC=C4)C2)C=C1 6-(1-(4-(2,4-dioxotetrahydropyrimidin-1(2H)-yl)phenethyl)piperidin-4-yl)-2-(4-phenoxyphenyl)-9,10-dihydro-4H-benzo[d]pyrazolo[1,5-a][1,3]diazepine-3-carboxamide